N=1C(N=C2C=NC=CC21)=O imidazo[5,4-c]pyridin-2-one